C1(=CC(=CC=C1)P(C=1C=C(C=CC1)C)=O)C bis-m-tolylphosphine oxide